Cl.NC[C@@H](CC)OC1=C(C2=CC=CC=C2C=C1)C(=O)OC methyl (R)-2-((1-aminobutan-2-yl)oxy)-1-naphthoate hydrochloride